Tetramethyl-butanediamine CC(C(C(N)(N)C)(C)C)C